methyl (Z)-2-[5-(4,4-difluorocyclohexen-1-yl)-2-methyl-phenoxy]-3-methoxy-prop-2-enoate FC1(CC=C(CC1)C=1C=CC(=C(O\C(\C(=O)OC)=C/OC)C1)C)F